NC1=CC=C(C=C1)CCN1[C@H](O[C@@H](C1=O)C)C=1C(=NN(C1)C1=CC=C(C=C1)Br)C1=CC=C(C=C1)F (2r,5r)-3-(4-aminophenyl-ethyl)-2-(1-(4-bromophenyl)-3-(4-fluorophenyl)-1H-pyrazol-4-yl)-5-methyl-oxazolidin-4-one